CN1C(N(C2=C1C(=CC=C2)CNC)C2C(NC(CC2)=O)=O)=O 3-[3-Methyl-4-(methylaminomethyl)-2-oxo-benzimidazol-1-yl]piperidine-2,6-dione